2-chloro-3-(4-chlorophenyl)-5,6-diphenylpyrazine ClC1=NC(=C(N=C1C1=CC=C(C=C1)Cl)C1=CC=CC=C1)C1=CC=CC=C1